CC(CC(=O)OOC(CC(CC(CC)C)C)=O)CC(CC)C bis(3,5,6-trimethyl hexanoyl) peroxide